N-(7-chloro-6-(1-((3R,4R)-4-fluoro-3-methyltetrahydrofuran-3-yl)piperidin-4-yl)isoquinolin-3-yl)-2-ethyl-3-(1-methyl-1H-pyrazol-3-yl)cyclopropane-1-carboxamide ClC1=C(C=C2C=C(N=CC2=C1)NC(=O)C1C(C1C1=NN(C=C1)C)CC)C1CCN(CC1)[C@@]1(COC[C@@H]1F)C